CC(C=C)(C)C trimethylpropene